C(C)(C)(C)OC(=O)N[C@H]([C@@H](CCl)O)CC1=CC=CC=C1 (2S,3S)-N-tert-butoxycarbonyl-3-amino-1-chloro-2-hydroxy-4-phenylbutane